2,6-dimethylheptan-2-yl (E)-3-(4-methoxyphenyl)acrylate COC1=CC=C(C=C1)/C=C/C(=O)OC(C)(CCCC(C)C)C